BrC=1C(=NC=CC1)C(=O)OC\C=C(\CCC=C(C)C)/C (E)-3,7-dimethylocta-2,6-dien-1-yl 3-bromopicolinate